N-(7-Amino-2-diethylamino-4-oxo-4H-quinazolin-3-yl)-2-(3,5-difluoro-phenyl)-acetamide NC1=CC=C2C(N(C(=NC2=C1)N(CC)CC)NC(CC1=CC(=CC(=C1)F)F)=O)=O